N-(3-(6-fluoro-1H-benzo[d]imidazol-2-yl)phenyl)-[2,3'-bipyridine]-6'-amine FC=1C=CC2=C(NC(=N2)C=2C=C(C=CC2)NC2=CC=C(C=N2)C2=NC=CC=C2)C1